(2S,2'S)-N,N'-[(6,6'-Difluoro-1H,1'H-2,2'-biindole-3,3'-diyl)bis{methylene[(2R,4S)-4-hydroxy-2,1-pyrrolidinediyl][(2S)-1-oxo-1,2-butanediyl]}]bis[2-(methylamino)propanamide] FC1=CC=C2C(=C(NC2=C1)C=1NC2=CC(=CC=C2C1C[C@H]1N(C[C@H](C1)O)C([C@H](CC)NC([C@H](C)NC)=O)=O)F)C[C@H]1N(C[C@H](C1)O)C([C@H](CC)NC([C@H](C)NC)=O)=O